ClC1=CC=CC=2C(C3=CC=CC=C3C(C12)=O)=O 1-chloroanthracene-9,10-dione